4-(2-(aminomethyl)-4-oxo-3,4-dihydroquinazolin-7-yl)-1-methyl-1H-pyrazole NCC1=NC2=CC(=CC=C2C(N1)=O)C=1C=NN(C1)C